FC(CN1N=CC(=C1)C1=NC(=NC=C1C#N)N[C@H]1C[C@H](CCC1)N1C=NC=2C(=NC=CC21)C)F 4-(1-(2,2-difluoroethyl)-1H-pyrazol-4-yl)-2-(((1R,3S)-3-(4-methyl-1H-imidazo[4,5-c]pyridin-1-yl)cyclohexyl)amino)pyrimidine-5-carbonitrile